5-bromo-N-cyclopentyl-4-(trifluoromethyl)pyridin-2-amine BrC=1C(=CC(=NC1)NC1CCCC1)C(F)(F)F